BrCC1=C(C(OC2=CC(=CC=C12)OC1=NC=CC=C1F)=O)CC1=C(C(=NC=C1)NS(NC)(=O)=O)F 4-(bromomethyl)-3-[[3-fluoro-2-(methylsulfamoylamino)-4-pyridyl]methyl]-7-[(3-fluoro-2-pyridyl)oxy]chromen-2-one